C(C)C(COP(O)(O)=O)(C=C)CC phosphoric acid-diethyl-3-butenyl ester